diphenyl-thiopheneamine C1(=CC=CC=C1)C=1C(=C(SC1)N)C1=CC=CC=C1